C(C)O[Si](CCCSSCCC[Si](OCC)(OCC)OCC)(OCC)OCC bis-[3-(triethoxysilyl)propyl]Disulfide